tert-Butyl 4-((4-(5-(2,4-dioxotetrahydropyrimidin-1(2H)-yl)-3,4-dimethyl-1H-indol-1-yl)piperidin-1-yl)methyl)-4-fluoropiperidine-1-carboxylate O=C1N(CCC(N1)=O)C=1C(=C2C(=CN(C2=CC1)C1CCN(CC1)CC1(CCN(CC1)C(=O)OC(C)(C)C)F)C)C